N-(3-(azepan-1-ylsulfonyl)-4-methylphenyl)-2-(5-chloro-4-(methylthio)-6-oxopyridazin-1(6H)-yl)acetamide N1(CCCCCC1)S(=O)(=O)C=1C=C(C=CC1C)NC(CN1N=CC(=C(C1=O)Cl)SC)=O